[Br-].C(#N)CCC[Zn+] (3-cyanopropyl)zinc (II) bromide